dihydroindeno[2,1-c]carbazole C1C2=C3C=4C(=CC=C3N=C2C=CC1)C=C1C=CC=CC14